C1(CC1)CN1N=CC(=C1)C=1C(=CC(=C(C1)NC(=O)C=1C=NN2C1C=CC=C2)F)F N-[5-[1-(Cyclopropylmethyl)pyrazol-4-yl]-2,4-difluorophenyl]pyrazolo[1,5-a]pyridine-3-carboxamide